methyl (1S,4R,5S)-2-(4-(2,6-bis(benzyloxy)pyridin-3-yl)-2-fluorophenyl)-2-azabicyclo[2.2.1]heptane-5-carboxylate C(C1=CC=CC=C1)OC1=NC(=CC=C1C1=CC(=C(C=C1)N1[C@@H]2C[C@@H]([C@H](C1)C2)C(=O)OC)F)OCC2=CC=CC=C2